3-(carbamoylmethoxy)azetidine-1-carboxylic acid tert-butyl ester C(C)(C)(C)OC(=O)N1CC(C1)OCC(N)=O